methyl 3-bromo-4-[(4-methoxyphenyl)methoxy]benzoate BrC=1C=C(C(=O)OC)C=CC1OCC1=CC=C(C=C1)OC